Cl.N[C@H](CN1C(C=2NC=3C=CC(=CC3C2C2=C(C1)C=C(C=C2)OC)F)=O)CCCN (S)-6-(2,5-diaminopentyl)-11-fluoro-3-methoxy-5,8-dihydrobenzo[5,6]azepino[3,4-b]indol-7(6H)-one hydrochloride salt